CC(=CC=CC=O)CCC=C(C)C 5,9-dimethyldec-2,4,8-trienal